C(C)(C)(CC)OOC(C)CCC(C)OOC(C)(C)CC 2,5-di(t-amylperoxy)-hexane